7-(anthracen-9-ylmethyl)-8-methoxy-2-(3-methyl-4-(pentyloxy)phenyl)-5-oxo-thiazolo[3,2-a]pyridine-3-carboxylic acid C1=CC=CC2=CC3=CC=CC=C3C(=C12)CC=1C(=C2N(C(C1)=O)C(=C(S2)C2=CC(=C(C=C2)OCCCCC)C)C(=O)O)OC